N-(((1R,5S,6s)-3-(5-(3-cyano-6-(1-methyl-1H-pyrazol-4-yl)pyrazolo[1,5-a]pyridin-4-yl)pyridin-2-yl)-3-azabicyclo[3.1.0]hexan-6-yl)methyl)-2-hydroxy-2-phenylacetamide C(#N)C=1C=NN2C1C(=CC(=C2)C=2C=NN(C2)C)C=2C=CC(=NC2)N2C[C@@H]1C([C@@H]1C2)CNC(C(C2=CC=CC=C2)O)=O